6-((4'-Fluoro-[1,1'-biphenyl]-4-yl)oxy)pyridin-3-amine FC1=CC=C(C=C1)C1=CC=C(C=C1)OC1=CC=C(C=N1)N